(1S,2R,5R)-3-((6-(4-fluorophenoxy)pyridin-3-yl)sulfonyl)-8-((2-methoxyethoxy)carbonyl)-3,8-diazabicyclo[3.2.1]octane FC1=CC=C(OC2=CC=C(C=N2)S(=O)(=O)N2C[C@@H]3CC[C@H](C2)N3C(=O)OCCOC)C=C1